C(C)(=O)SC1=CC=C2C(=CC=NC2=C1)OC1=CC=C(C=C1)NC(=O)C1(CC1)C(NC1=CC=C(C=C1)F)=O S-(4-(4-(1-((4-fluorophenyl) carbamoyl) cyclopropane-1-carboxamido) phenoxy) quinolin-7-yl) thioacetate